C1(CC1)C(=O)N1CC2(CC1)CCN(CC2)C2=NC=1C=CNC(C1C(=C2)NC2=NC=C(C=C2)N2CCC(CC2)O)=O 2-[2-(cyclopropyl-carbonyl)-2,8-diazaspiro[4.5]decan-8-yl]-4-[[5-(4-hydroxy-1-piperidyl)-2-pyridyl]amino]-6H-1,6-naphthyridin-5-one